N-{6-(2-Hydroxypropan-2-yl)-2-[3-(2,2,2-trifluoroethoxy)propyl]-2H-indazol-5-yl}-6-(trifluoromethyl)pyridin-2-carboxamid OC(C)(C)C=1C(=CC2=CN(N=C2C1)CCCOCC(F)(F)F)NC(=O)C1=NC(=CC=C1)C(F)(F)F